(R)-N-(5-(6-(2,6-difluoro-3,5-dimethoxyphenyl)-4,5,6,7-tetrahydro-1H-indazol-3-yl)-1-ethyl-1H-pyrazol-4-yl)acrylamide FC1=C(C(=C(C=C1OC)OC)F)[C@@H]1CCC=2C(=NNC2C1)C1=C(C=NN1CC)NC(C=C)=O